6-(2-methoxynaphthalen-1-yl)-3-(1H-tetrazol-5-yl)pyrazolo[1,5-a]pyrimidin-7-amine COC1=C(C2=CC=CC=C2C=C1)C=1C=NC=2N(C1N)N=CC2C2=NN=NN2